N-(2-cyclopropyl-3-(2,4-difluorophenyl)butyl)-6-oxo-1,6-dihydropyrimidine-2-carboxamide C1(CC1)C(CNC(=O)C=1NC(C=CN1)=O)C(C)C1=C(C=C(C=C1)F)F